benzo[d]thiazol-2-yl-N-(3-((4-fluorophenyl)sulfonylamino)-4-hydroxyphenyl)benzamide S1C(=NC2=C1C=CC=C2)C2=C(C(=O)NC1=CC(=C(C=C1)O)NS(=O)(=O)C1=CC=C(C=C1)F)C=CC=C2